Di-(4-acetamidophenyl)-iodonium hexafluoro-phosphat F[P-](F)(F)(F)(F)F.C(C)(=O)NC1=CC=C(C=C1)[I+]C1=CC=C(C=C1)NC(C)=O